C(C)(C)C1=C(NC2=CC=C(C=C12)O[C@@H]1CN(CCC1)C1CCOCC1)C=1C=C(C(N(C1)C)=O)C (S)-5-(3-isopropyl-5-((1-(tetrahydro-2H-pyran-4-yl)piperidin-3-yl)oxy)-1H-indol-2-yl)-1,3-dimethylpyridin-2(1H)-one